tert-butyl {1-oxa-3,8-diazaspiro[4.5]decan-8-yl}formate O1CNCC12CCN(CC2)C(=O)OC(C)(C)C